OCC(C)N1C(C(=CC=C1)COC=1C=CC2=C(C=C(O2)C)C1)C(F)(F)F N-(1-hydroxypropan-2-yl)-2-methyl-5-((2-(trifluoromethyl)pyridin-3-yl)methoxy)benzofuran